(methoxymethoxy)naphthalene-1-yl trifluoromethanesulfonate FC(S(=O)(=O)OC1=C(C=CC2=CC=CC=C12)OCOC)(F)F